C(C1=CC=CC=C1)N([C@@H](CC(NC(C)(C)C)=O)C(=O)O)C(CC(C)(C)C)=O benzyl-N4-(tert-butyl)-N2-(3,3-dimethylbutyryl)-L-asparagine